[K].[Mn].[Co].O=C(CCO)C1=NC=CC=C1 3-oxo-3-(pyridine-2-yl)propanol cobalt-manganese-potassium